O1CCN(CC1)CC1=CC=C(S1)B(O)O 5-(MORPHOLINOMETHYL)THIOPHEN-2-YLBORONIC ACID